[Li].C(#N)C1=C(C(=C(C=2N=C(NC21)C(C(F)(F)F)(F)F)C#N)C#N)C#N 4,5,6,7-tetracyano-2-pentafluoroethyl-benzimidazole lithium salt